6-fluoro-4-(8-fluoro-4-((trans-2-fluorocyclopropyl)(methyl)amino)-2-(((2R,7aS)-2-fluorotetrahydro-1H-pyrrolizin-7a(5H)-yl)methoxy)pyrido[4,3-d]pyrimidin-7-yl)-5-vinylnaphthalen-2-ol FC=1C(=C2C(=CC(=CC2=CC1)O)C1=C(C=2N=C(N=C(C2C=N1)N(C)[C@H]1[C@@H](C1)F)OC[C@]12CCCN2C[C@@H](C1)F)F)C=C